4-ethenyl-N,N-dimethylbenzeneethanaminium C(=C)C1=CC=C(C=C1)CC[NH+](C)C